OCC1=CC2=CC=C3C=CC4=CC=C5C=CC6=CC=C1C1=C6C5=C4C3=C21 1-hydroxymethyl-coronene